C(#N)C1=CC(=C(C=C1)N1CC(N(C2(CC(C2)C(=O)NC2CC2)C1=O)CC1=CC=C(C=C1)C(F)(F)F)=O)F (2s,4s)-8-(4-cyano-2-fluorophenyl)-N-cyclopropyl-6,9-dioxo-5-(4-(trifluoromethyl)benzyl)-5,8-diazaspiro[3.5]nonane-2-carboxamide